N-[(R)-1-(4-fluoro-3-methoxyphenyl)ethyl]-4-[(S)-5-methyl-1,4-diazepan-1-yl]-8-cyclopropyl-6-methyl-1,7-diaza-3-naphthamide FC1=C(C=C(C=C1)[C@@H](C)NC(=O)C=1C=NC2=C(N=C(C=C2C1N1CCN[C@H](CC1)C)C)C1CC1)OC